4-phenoxypyrrolidine-1-carboxylic acid tert-butyl ester C(C)(C)(C)OC(=O)N1CCC(C1)OC1=CC=CC=C1